(4-methoxyisoxazol-3-yl)methanol COC=1C(=NOC1)CO